2-[2-(hydroxy-diphenylmethyl)-5-methoxy-6-(1H-1,2,3,4-tetrazol-5-yl)-1H-imidazo[4,5-b]pyridin-1-yl]ethan-1-ol OC(C=1N(C=2C(=NC(=C(C2)C2=NN=NN2)OC)N1)CCO)(C1=CC=CC=C1)C1=CC=CC=C1